tert-butyl (4S)-2-(4-fluoro-3,5-dimethylphenyl)-4-methyl-3-(2-oxo-1H-imidazol-3-yl)-4,5,6,7-tetrahydropyrazolo[4,3-c]pyridine-5-carboxylate FC1=C(C=C(C=C1C)N1N=C2C([C@@H](N(CC2)C(=O)OC(C)(C)C)C)=C1N1C(NC=C1)=O)C